N[C@@H]1[C@H](CN(CC1)S(=O)(=O)C)O (3S,4S)-4-amino-1-(methylsulfonyl)piperidin-3-ol